C(C1=CC=CC=C1)N1[C@]([C@H](CC1=O)C(=O)O)(C)C=1C=C2C=NN(C2=CC1)C1=CC=C(C=C1)F (2S,3S)-1-benzyl-2-(1-(4-fluorophenyl)-1H-indazol-5-yl)-2-methyl-5-oxopyrrolidine-3-carboxylic acid